1-((endo)-2-azabicyclo[2.1.1]hexan-5-yl)-4-(3-(dimethylamino)azetidin-1-yl)-6-fluoro-7-(3-hydroxynaphthalen-1-yl)-1H-imidazo[4,5-c]quinoline-8-carbonitrile C12NCC(C1N1C=NC=3C(=NC=4C(=C(C(=CC4C31)C#N)C3=CC(=CC1=CC=CC=C31)O)F)N3CC(C3)N(C)C)C2